3-isopropyl-N',N',5-trimethylbenzene-1,4-diamine C(C)(C)C=1C=C(C=C(C1N(C)C)C)N